ClC1=C(C=CC=C1C1C(NC(CC1)=O)=O)C1=CC=C(C=C1)C(=O)N1CCCCC1 3-(2-chloro-4'-(piperidine-1-carbonyl)-[1,1'-biphenyl]-3-yl)piperidine-2,6-dione